2-cyano-N,5-dimethyl-N-((5-(1-methyl-2-oxo-1,2-dihydropyridin-4-yl)isoxazol-3-yl)methyl)-1-tosyl-1H-indole-7-sulfonamide C(#N)C=1N(C2=C(C=C(C=C2C1)C)S(=O)(=O)N(CC1=NOC(=C1)C1=CC(N(C=C1)C)=O)C)S(=O)(=O)C1=CC=C(C)C=C1